(benzyloxy)-2-fluorobicyclo[4.2.0]oct-1(6),2,4-trien-7-ol C(C1=CC=CC=C1)OC1=C(C=2CC(C2C=C1)O)F